[chloro(difluoro)methyl]quinazoline ClC(F)(F)C1=NC2=CC=CC=C2C=N1